C(C1=CC=CC=C1)OC1=C(C=CC=C1Br)CC(=O)OC methyl 2-(2-(benzyloxy)-3-bromophenyl)acetate